(Z)-3-Hexenyl pyruvate C(C(=O)C)(=O)OCC\C=C/CC